7,7'-(2-bromo-1,3-phenylene)bis(7H-tribenzo[a,c,g]carbazole) BrC1=C(C=CC=C1C1C=CC=2C(C3=NC=4C=CC5=C(C4C3=C3C2C=CC=C3)C=CC=C5)=C1)C1C=CC=5C(C3=NC=2C=CC4=C(C2C3=C3C5C=CC=C3)C=CC=C4)=C1